ClC1=C2CCN([C@@H](C2=C(C=C1)OCC=1N=NN(C1C(F)F)C)CN1C(CCC1)=O)C(=O)[C@H]1[C@H](CCCC1)CC (1S,2R)-2-((S)-5-Chloro-8-((5-(difluoromethyl)-1-methyl-1H-1,2,3-triazol-4-yl)methoxy)-1-((2-oxopyrrolidin-1-yl)methyl)-1,2,3,4-tetrahydroisochinolin-2-carbonyl)-1-ethylcyclohexan